C(=O)C1=CC=C(C=CC2=CC(=CC(=C2)C=CC2=CC=C(C=C2)C=O)C=CC2=CC=C(C=C2)C=O)C=C1 1,3,5-tris(p-formylstyryl)benzene